C(C)(C)(C)OC(=O)N([C@H]1[C@H]2CN([C@@H]1C2)C(=O)OC(C)(C)C)C2=C(C(=NC1=C(C(=C(C=C21)CCC#N)C2=C(C(=CC=C2)Cl)Cl)F)SC)I tert-Butyl (1R,4R,5S)-5-((tert-butoxycarbonyl) (6-(2-cyanoethyl)-7-(2,3-dichlorophenyl)-8-fluoro-3-iodo-2-(methylthio)quinolin-4-yl)amino)-2-azabicyclo[2.1.1]hexane-2-carboxylate